1-(3,5-dibromophenyl)dibenzo[b,d]thiophene BrC=1C=C(C=C(C1)Br)C1=CC=CC=2SC3=C(C21)C=CC=C3